[Pb].[In].[Zn] zinc-indium-lead